O1[C@@H](COCC1)C(=O)O (2S)-1,4-dioxane-2-carboxylic acid